C(=O)=[Ru](Cl)(Cl)(=C=O)=C=O tricarbonyl-dichlororuthenium